1-[5-(difluoromethoxy)-2-fluoro-phenyl]-3,3-dimethyl-N-[(3S)-3-methyl-1,1-dioxo-thiazin-3-yl]-2-oxo-pyrrolo[2,3-b]pyridine-5-carboxamide FC(OC=1C=CC(=C(C1)N1C(C(C=2C1=NC=C(C2)C(=O)N[C@]2(NS(C=CC2)(=O)=O)C)(C)C)=O)F)F